FC=1C=C(C=C(C1)C(F)(F)F)C1=CC(=C(C(=N1)N)N)N(C)CC(COC)(C)C 6-[3-Fluoro-5-(trifluoromethyl)phenyl]-N4-(3-methoxy-2,2-dimethylpropyl)-N4-methylpyridin-2,3,4-triamine